FC1=C(C(=C(C(=C1F)C(=O)OC)F)F)C1=CC=C(C=C1)F Methyl 2,3,4',5,6-pentafluoro-[1,1'-biphenyl]-4-carboxylate